4-((2-((4-Cyanophenyl)amino)-6-(pyrrolidine-2-carbonyl)-5,6,7,8-tetrahydropyrido[4,3-d]pyrimidine-4-yl)oxy)-3,5-dimethylbenzonitrile C(#N)C1=CC=C(C=C1)NC=1N=C(C2=C(N1)CCN(C2)C(=O)C2NCCC2)OC2=C(C=C(C#N)C=C2C)C